The molecule is a member of the class of choloyl-CoAs that results from the formal condensation of the thiol group of coenzyme A with the carboxy group of beta-muricholic acid. It derives from a beta-muricholic acid. It is a conjugate acid of a beta-muricholoyl-CoA(4-). C[C@H](CCC(=O)SCCNC(=O)CCNC(=O)[C@@H](C(C)(C)COP(=O)(O)OP(=O)(O)OC[C@@H]1[C@H]([C@H]([C@@H](O1)N2C=NC3=C(N=CN=C32)N)O)OP(=O)(O)O)O)[C@H]4CC[C@@H]5[C@@]4(CC[C@H]6[C@H]5[C@H]([C@H]([C@H]7[C@@]6(CC[C@H](C7)O)C)O)O)C